OCCC1=CN(C2=CC=CC=C12)C(CCCCCCC\C=C/C\C=C/CCCCC)=O (9Z,12Z)-1-(3-(2-hydroxyethyl)-1H-indol-1-yl)octadeca-9,12-dien-1-one